FC(C(=O)[O-])(F)F.CN1N=CC(=C1)C=1N=CC=2N(C1)N=CC2N2CC[NH2+]CC2 4-[6-(1-methyl-1H-pyrazol-4-yl)pyrazolo[1,5-a]pyrazin-3-yl]piperazin-1-ium trifluoroacetate